5-Amino-N-(2,4-dimethoxybenzyl)-2-[3-(trifluoromethyl)-1H-1,2,4-triazol-1-yl]benzenesulfonamide tert-butyl-(4R)-4-(ethoxy(oxazol-2-yl)methyl)-2,2-dimethyloxazolidine-3-carboxylate C(C)(C)(C)OC(=O)N1C(OC[C@@H]1C(C=1OC=CN1)OCC)(C)C.NC=1C=CC(=C(C1)S(=O)(=O)NCC1=C(C=C(C=C1)OC)OC)N1N=C(N=C1)C(F)(F)F